C1(=CC=CC=C1)OC(=O)C1=CC=CC=C1 diphenylcarboxylic acid